CC1=NC=CC(=N1)N[C@@H](C)C1=CC(=CC=C1)C1=CC=NN1 2-methyl-N-{(1S)-1-[3-(1H-pyrazol-5-yl)phenyl]ethyl}pyrimidin-4-amine